(1S,3S)-3-((6-(5-(((4-(1,1-difluoro-ethyl)pyrimidin-2-yl)oxy)methyl)-1-methyl-1H-1,2,3-triazol-4-yl)-2-methylpyridin-3-yl)oxy)cyclohexane-1-carboxylic acid FC(C)(F)C1=NC(=NC=C1)OCC1=C(N=NN1C)C1=CC=C(C(=N1)C)O[C@@H]1C[C@H](CCC1)C(=O)O